C(#N)C1=CC(=C(COC2=CC=CC(=N2)C2[C@H]3CN(C[C@@H]23)CC2=NC3=C(N2C[C@H]2OCC2)C=C(C=C3C)C(=O)O)C=C1)F 2-(((1R,5S,6S)-6-(6-((4-Cyano-2-fluorobenzyl)oxy)pyridin-2-yl)-3-azabicyclo[3.1.0]hexan-3-yl)methyl)-4-methyl-1-(((S)-oxetan-2-yl)methyl)-1H-benzo[d]imidazole-6-carboxylic acid